C(C)(C)OC=1C(=CC2=CNN=C2C1)C(=O)O 6-isopropoxy-2H-indazole-5-carboxylic acid